9,10-dioxo-9,10-dihydro-anthracene-2-sulfonate O=C1C2=CC=CC=C2C(C=2C=CC(=CC12)S(=O)(=O)[O-])=O